(S)-3-(((1-(2-hydroxy-4-(trifluoromethyl)phenyl)pyrido[3,4-d]pyridazin-4-yl)amino)methyl)tetrahydrofuran-3-ol OC1=C(C=CC(=C1)C(F)(F)F)C1=C2C(=C(N=N1)NC[C@@]1(COCC1)O)C=NC=C2